ClC=1N=C(C2=C(N1)SC=N2)NCCC2=C(NC1=CC=CC=C21)C 5-chloro-N-(2-(2-methyl-1H-indol-3-yl)ethyl)thiazolo[5,4-d]pyrimidin-7-amine